C1(CC1)S(=O)(=O)C1=CC=2N(C=C1)C(=NN2)[C@@H]2C[C@@H](CCC2)NC(OC(C)(C)C)=O tert-butyl N-[(1R,3S)-3-(7-cyclopropylsulfonyl-[1,2,4]triazolo[4,3-a]pyridin-3-yl)cyclohexyl]carbamate